N-((R)-1-(2,4-dichlorophenyl)ethyl)-5-((R)-1-(tetrahydro-2H-pyran-4-yl)-[3,4'-bipiperidin]-1'-yl)-[1,2,4]triazolo[1,5-a]pyrimidin-7-amine ClC1=C(C=CC(=C1)Cl)[C@@H](C)NC1=CC(=NC=2N1N=CN2)N2CCC(CC2)[C@@H]2CN(CCC2)C2CCOCC2